N,N-bis(1,1'-biphenyl-4-yl)-4-(9-phenyl-9H-carbazol-3-yl)aniline C1(=CC=C(C=C1)N(C1=CC=C(C=C1)C=1C=CC=2N(C3=CC=CC=C3C2C1)C1=CC=CC=C1)C1=CC=C(C=C1)C1=CC=CC=C1)C1=CC=CC=C1